ClCC=1N(C=2N(C(N=C(C2N1)O)=O)C)CC 8-(chloromethyl)-9-ethyl-6-hydroxy-3-methyl-3,9-dihydro-2H-purin-2-one